NC1=CC=CC(=N1)C1=NN=CN1C1CCN(CC1)C(=O)OC(C)(C)C tert-Butyl 4-(3-(6-aminopyridin-2-yl)-4H-1,2,4-triazol-4-yl)piperidine-1-carboxylate